(5-Chloropyrazin-2-yl)-6-((6-methoxypyridin-3-yl)methyl-d2)-3,6-diazabicyclo[3.1.1]Heptane ClC=1N=CC(=NC1)C12CNCC(N1C([2H])([2H])C=1C=NC(=CC1)OC)C2